FC1(CC(C1)CN1CCN(CC1)C1=CC=C(C=C1)B(O)O)F [4-[4-[(3,3-difluorocyclobutyl)methyl]piperazin-1-yl]phenyl]boronic acid